F[C@H]1CN(CC[C@H]1NC1=C2C=C(N(C2=CC=C1)CC(F)(F)F)C1=NOC(=N1)CNC(=O)C=1SC(=CC1)C1(CC1)C)C N-{[3-(4-{[(3S,4R)-3-fluoro-1-methylpiperidin-4-yl]amino}-1-(2,2,2-trifluoroethyl)-1H-indol-2-yl)-1,2,4-oxadiazol-5-yl]methyl}-5-(1-methylcyclopropyl)thiophene-2-carboxamide